N-methoxy-N-[[4-[5-(trifluoromethyl)-1,2,4-oxadiazol-3-yl]phenyl]-methyl]cyclopropanecarboxamide [1,4'-bipiperidine]-1',4-dicarboxylate N1(CCC(CC1)C(=O)O)C1CCN(CC1)C(=O)O.CON(C(=O)C1CC1)CC1=CC=C(C=C1)C1=NOC(=N1)C(F)(F)F